FC(OC1=CC=CC=2C(N[C@H]3C=4N([C@@H](C21)C3)C3=C(N4)C=CC(=C3)C3=CC=C(C=C3)C3=C(N=C(N3)C)C)=O)F (7R,14R)-1-(difluoromethoxy)-11-[4-(2,4-dimethyl-1H-imidazol-5-yl)phenyl]-6,7-dihydro-7,14-methanobenzimidazo[1,2-b][2,5]benzodiazocin-5(14H)-one